FC(C=1C(=C(C=CC1)[C@@H](C)NC=1C2=C(N=C(N1)C)C=NC(=C2)N2CC=1N(N=CC1C2)C)F)F N-{(1R)-1-[3-(difluoromethyl)-2-fluorophenyl]ethyl}-2-methyl-6-(1-methyl-4,6-dihydropyrrolo[3,4-c]pyrazol-5(1H)-yl)pyrido[3,4-d]pyrimidin-4-amine